N-(3-((2,3-Dihydro-1H-inden-2-yl)amino)-2-hydroxypropyl)-6-(tetrahydro-2H-pyran-4-yl)imidazo[1,2-a]pyridin-2-carboxamid C1C(CC2=CC=CC=C12)NCC(CNC(=O)C=1N=C2N(C=C(C=C2)C2CCOCC2)C1)O